2-(3,4-epoxycyclohexyl)ethyl-Methyltrimethoxysilane [15-(4,4-dipentoxybutanoyloxy)-8-[(1-methyl-4-piperidyl)methyl-[(S)-octylsulfinyl]amino]pentadecyl]4,4-dipentoxybutanoate C(CCCC)OC(CCC(=O)OCCCCCCCC(CCCCCCCOC(CCC(OCCCCC)OCCCCC)=O)N([S@@](=O)CCCCCCCC)CC1CCN(CC1)C)OCCCCC.C1(CC2C(CC1)O2)CCCO[Si](OC)(OC)C